(6R,12R)-17-amino-12-methyl-6,15-bis(trifluoromethyl)-13,19-dioxa-3,4,18-triazatricyclo[12.3.1.12,5]nonadec-1(18),2,4,14,16-pentaene-6,8-diol NC1=CC(=C2O[C@@H](CCCC(C[C@](C3=NN=C(C1=N2)O3)(O)C(F)(F)F)O)C)C(F)(F)F